2-chloro-N-(2-chloro-6-METHYLPHENYL)-4-(cyclobutylamino)pyrimidine-5-carboxamide ClC1=NC=C(C(=N1)NC1CCC1)C(=O)NC1=C(C=CC=C1C)Cl